ClC=1C(=NC=CC1C(C)C)C(=O)NC=1C=NC(=C(C1)C=1C=NC2=CC(=NC=C2C1)NC)C 3-chloro-4-isopropyl-N-(6-methyl-5-(7-(methylamino)-1,6-naphthyridin-3-yl)pyridin-3-yl)picolinamide